2-((4-formyl-3-methylphenyl)amino)acetonitrile C(=O)C1=C(C=C(C=C1)NCC#N)C